5-(((trans-3-(3-cyclopropyl-4-((1-methylpiperidin-4-yl)amino)-1H-pyrazol-1-yl)cyclobutyl)methyl)amino)-2-(2,6-dioxopiperidin-3-yl)isoindoline-1,3-dione C1(CC1)C1=NN(C=C1NC1CCN(CC1)C)[C@@H]1C[C@H](C1)CNC=1C=C2C(N(C(C2=CC1)=O)C1C(NC(CC1)=O)=O)=O